C(C=C)N1C(C2=CC=C(C=C2C1(C)C)NC1=NC=C(C(=N1)N[C@H](CO)C1=CC=CC=C1)C1=NC(=NO1)C(C)(C)O)=O (S)-2-allyl-5-((4-((2-hydroxy-1-phenylethyl)amino)-5-(3-(2-hydroxypropan-2-yl)-1,2,4-oxadiazol-5-yl)pyrimidin-2-yl)amino)-3,3-dimethylisoindolin-1-one